C1(=CC=CC=C1)C=1N=CC2=C(N1)SC=C2 phenylthieno[2,3-d]pyrimidin